1-[3-Chloro-5-(5-propyl-4,5-dihydroisoxazol-3-yl)pyridin-2-yl]ethane-1,2-diol ClC=1C(=NC=C(C1)C1=NOC(C1)CCC)C(CO)O